FC(C1=NN=C(O1)C1=CN=C(S1)CN(S(=O)(=O)CCOC)C=1C=NC=C(C1)CC)F N-({5-[5-(difluoromethyl)-1,3,4-oxadiazol-2-yl]-1,3-thiazol-2-yl}methyl)-N-(5-ethylpyridin-3-yl)-2-methoxyethane-1-sulfonamide